CN1C(=NC=C1NC(=O)C1N(C1)C(C1=CC=CC=C1)(C1=CC=CC=C1)C1=CC=CC=C1)C(=O)[O-] 1-methyl-5-(1-tritylaziridine-2-carboxamido)-1H-imidazole-2-carboxylate